O(CC1=C(C=CC=C1)OC)CC1=C(C=CC=C1)OC 3'-(oxybis(methylene))bis(methoxybenzene)